(S)-7-((3-amino-5-methyl-1H-pyrazol-1-yl)methyl)-4-(cyclopropylethynyl)-4-(1,1-difluoroethyl)-6-fluoro-3,4-dihydroquinazolin-2(1H)-one NC1=NN(C(=C1)C)CC1=C(C=C2[C@](NC(NC2=C1)=O)(C(C)(F)F)C#CC1CC1)F